Rac-dimethylmethylenebis(1-indenyl)zirconium dichloride [Cl-].[Cl-].CC(C)=[Zr+2](C1C=CC2=CC=CC=C12)C1C=CC2=CC=CC=C12